(S)-(4-(Difluoromethyl)-2-hydroxy-6-(isoquinolin-6-ylmethoxy)phenyl)(8-((tetrahydrofuran-3-yl)amino)-3,4-dihydroisoquinolin-2(1H)-yl)methanone FC(C1=CC(=C(C(=C1)OCC=1C=C2C=CN=CC2=CC1)C(=O)N1CC2=C(C=CC=C2CC1)N[C@@H]1COCC1)O)F